BrC=1C=C(C=O)C=C(C1Cl)Cl 3-bromo-4,5-dichloro-benzaldehyde